FC=1C=C2C=3C(=CN(C2=C(C1N1CC(NCC1)C)F)CC)C1=CC(=CC=C1N3)C 2,4-difluoro-3-(3-methyl-piperazin-1-yl)-5-ethyl-8-methyl-5H-indolo[3,2-c]quinoline